5-Fluoro-1H-indol-3-yl[(2R)-pyrrolidin-2-yl]methanone FC=1C=C2C(=CNC2=CC1)C(=O)[C@@H]1NCCC1